C(=C(CC(=O)O)C(=O)O)C(=O)O prop-1-en-1,2,3-tricarboxylic acid